CC1(CCCC(C1)C)[NH-] 1,5-dimethylcyclohexylamide